dioxacyclooctadiene 6-oxide C1=CC=CO[O+](CC1)[O-]